3-methyl-1-({8-[(2-nonylundecyl)oxy]-8-oxooctyl}[(1r,3r)-3-{2-[(2-octyldecyl)oxy]-2-oxoethyl}cyclobutyl]carbamoyl)-1H-imidazol-3-ium iodide [I-].C[N+]1=CN(C=C1)C(N(C1CC(C1)CC(=O)OCC(CCCCCCCC)CCCCCCCC)CCCCCCCC(=O)OCC(CCCCCCCCC)CCCCCCCCC)=O